OC=1C(N2C=CC=C2C(C1C(=O)N[C@@H](C)C(=O)O)=O)(C)C (6-Hydroxy-5,5-dimethyl-8-oxo-5,8-dihydroindolizin-7-carbonyl)-L-alanine